CC=1N=C2N(C=CC=C2C=2SC=C(N2)C)C1 2-methyl-8-(4-methylthiazol-2-yl)imidazo[1,2-a]pyridin